NC1=C(C=NC=C1)CN1CC2=C(CC1)C(=CS2)C(=O)NC2=CC(=CC=C2)C(F)(F)F 6-((4-Aminopyridin-3-yl)methyl)-N-(3-(trifluoromethyl)phenyl)-4,5,6,7-tetrahydrothieno[2,3-c]pyridine-3-carboxamide